3,4-dimethoxy-1-methyl-9H-xanthen-9-one COC=1C=C(C=2C(C3=CC=CC=C3OC2C1OC)=O)C